tert-butyl 2-(7-chloro-2-(hydroxymethyl)-4-oxofuro[2,3-d]pyridazin-5(4H)-yl)acetate ClC1=NN(C(C2=C1OC(=C2)CO)=O)CC(=O)OC(C)(C)C